FC(C1=NN=C(O1)C1=CC=C(CN2N=NC=C2)C=C1)F 1-(4-(5-(difluoromethyl)-1,3,4-oxadiazol-2-yl)benzyl)-1H-1,2,3-triazol